C(C)(C)(C)OC(=O)N1CCC2(CC(CC2)N2C=NC3=CC=C(C(=C3C2=O)F)OC2=C(C(=CC=C2F)NS(N(C)CC)(=O)=O)C#N)CC1.C(C)[N+](CCC)(C)CC diethyl-(methyl)propylammonium tert-butyl-3-[6-[2-cyano-3-[[ethyl(methyl)sulfamoyl]amino]-6-fluoro-phenoxy]-5-fluoro-4-oxo-quinazolin-3-yl]-8-azaspiro[4.5]decane-8-carboxylate